COC1=CC=C(CNCCCO)C=C1 3-((4-methoxybenzyl)amino)propan-1-ol